1-(5-methoxy-7,8-dihydro-6H-indeno[5,4-b]thiophen-2-yl)ethan-1-one COC1=CC=2SC(=CC2C=2CCCC12)C(C)=O